2-fluoro-N-[(3R)-1-methylpyrrolidin-3-yl]benzamide FC1=C(C(=O)N[C@H]2CN(CC2)C)C=CC=C1